(2R,3S,4S)-4-hydroxy-2-{[4-(1,3-oxazol-5-yl)phenyl]methyl}pyrrolidin-3-yl N-(2-{2-azabicyclo[2.1.1]hexan-1-yl}ethyl)carbamate C12(NCC(C1)C2)CCNC(O[C@H]2[C@H](NC[C@@H]2O)CC2=CC=C(C=C2)C2=CN=CO2)=O